S(=O)([O-])O.P(=O)(O)(O)O.[Na+] sodium phosphate sulfite